3-(5-methyl-1-tetrahydropyran-2-yl-indazol-4-yl)cyclohexanone CC=1C(=C2C=NN(C2=CC1)C1OCCCC1)C1CC(CCC1)=O